2,2-bis(4-hydroxyphenyl)heptaneN OC1=CC=C(C=C1)C(C)(C=CCCC)C1=CC=C(C=C1)O